nonylmalonic acid C(CCCCCCCC)C(C(=O)O)C(=O)O